F[C@H]1C[C@H](N(C1)C(CN1CCC(CC1)OC1=CC(=NC2=C(C=CC=C12)OC)C(F)(F)F)=O)C#N (2S,4S)-4-fluoro-1-[2-[4-[[8-methoxy-2-(trifluoromethyl)-4-quinolyl]oxy]-1-piperidyl]acetyl]pyrrolidine-2-carbonitrile